OC[C@H](C1=CC=CC=C1)NC1=NC(=NC=C1C=1OC=CN1)NC=1C=C2CCN(C(C2=CC1)=O)C 6-[[4-[[(1S)-2-hydroxy-1-phenyl-ethyl]amino]-5-oxazol-2-yl-pyrimidin-2-yl]amino]-2-methyl-3,4-dihydroisoquinolin-1-one